C(C)(C)(C)OC(=O)N1C[C@@H]([C@@H](C1)F)NC1=CC2=C(N(C=N2)C2=NC(=C(C=C2)C(C)=O)N2N=C(C=C2C)C#N)C=C1F (3S,4R)-3-[[1-[5-acetyl-6-(3-cyano-5-methyl-pyrazol-1-yl)-2-pyridinyl]-6-fluoro-benzoimidazol-5-yl]amino]-4-fluoro-pyrrolidine-1-carboxylic acid tert-butyl ester